FC(C(=O)O)(F)F.N[C@@H]1CC[C@H](CC1)C=1C(=NC2=CC=C(C=C2C1)Cl)C(=O)N trans-(4-aminocyclohexyl)-6-chloroquinoline-2-carboxamide trifluoroacetate salt